O=C1N(CC2=CC(=CC=C12)C1CCN(CC1)CC=1N=C2N(C=CC(=C2)C2=CC=CC=C2)C1)C1C(NC(CC1)=O)=O 3-(1-oxo-5-(1-((7-phenylimidazo[1,2-a]pyridin-2-yl)methyl)piperidin-4-yl)isoindolin-2-yl)piperidine-2,6-dione